FC1=C(CC2=NC3=C(N2C[C@H]2OCC2)C=C(C=C3)C(=O)O)C=C(C(=C1)C1=NC(=CC=C1)OCC1=NN3C(CCCC3)=C1)F (S)-2-(2,5-difluoro-4-(6-((4,5,6,7-tetrahydropyrazolo[1,5-a]pyridin-2-yl)methoxy)pyridin-2-yl)benzyl)-1-(oxetan-2-ylmethyl)-1H-benzo[d]imidazole-6-carboxylic acid